C(CCCC)(SC)=O S-methyl pentanethioate